N[C@H]1CN(CCC1)C(=O)C1=CC2=C(N(C(=N2)C=2N(C3=CC=CC=C3C2)CC)C)C(=C1)OCC (R)-(3-Aminopiperidin-1-yl)(7-ethoxy-2-(1-ethyl-1H-indol-2-yl)-1-methyl-1H-benzo[d]imidazol-5-yl)methanone